ClC1=C(N)C=CC(=C1C=1N=CC=2N(C1)C=NC2C=2NC=CN2)F 2-chloro-4-fluoro-3-[1-(1H-imidazol-2-yl)imidazo[1,5-a]pyrazin-6-yl]aniline